ClC=1C=C(C(=NC1)OC=1N=CC=2N(C1)C=C(N2)C(=O)NC2(CCS(CC2)(=O)=O)C)OCC(F)(F)F 6-((5-Chloro-3-(2,2,2-trifluoroethoxy)pyridin-2-yl)oxy)-N-(4-methyl-1,1-dioxidotetrahydro-2H-thiopyran-4-yl)imidazo[1,2-a]pyrazine-2-carboxamide